((1r,2s,3s,4s)-3-(4-fluoro-2-methyl-6-(trimethylsilyl)phenyl)bicyclo[2.2.1]heptan-2-yl)trimethylsilane FC1=CC(=C(C(=C1)[Si](C)(C)C)[C@H]1[C@H]([C@@H]2CC[C@H]1C2)[Si](C)(C)C)C